triethoxy(n-octadecyl)silane C(C)O[Si](CCCCCCCCCCCCCCCCCC)(OCC)OCC